phosphocreatine sodium salt CN(CC(=O)[O-])/C(=N/P(=O)(O)[O-])/N.[Na+].[Na+]